iso-butyl-carbinol C(C(C)C)CO